6-chloro-N-{3-[2-(4-chloro-3-fluorophenoxy)acetamido]bicyclo[1.1.1]pentan-1-yl}-4-[(oxetan-3-yl)amino]-3,4-dihydro-2H-1-benzopyran-2-carboxamide ClC=1C=CC2=C(C(CC(O2)C(=O)NC23CC(C2)(C3)NC(COC3=CC(=C(C=C3)Cl)F)=O)NC3COC3)C1